C1(=CC(=CC(=C1)C)C)NN (3,5-xylyl)hydrazine